C1(CCC1)N1C(C(N(CC1)CC=1N=CN(C1)C1=CC=CC=C1)=O)=O 1-cyclobutyl-4-((1-phenyl-1H-imidazol-4-yl)methyl)piperazine-2,3-dione